[Si](C1=CC=CC=C1)(C1=CC=CC=C1)(C(C)(C)C)OCC=1C=C2C=CC(=NC2=CC1)C1C(CCCC1)CO (2-(6-(((Tert-butyldiphenylsilyl)oxy)methyl)quinolin-2-yl)cyclohexyl)methanol